methyl-thiophenyl-morpholine 1,2,4a,5,6,7-hexahydro-8-oxa-3,5a,9,12,13c-pentazanaphtho[3,2,1-de]anthracene-3(4H)-carboxylate C1CN(CC2CN3CCOC=4N=C5C=CN=CC5=C(C34)N12)C(=O)O.CC1N(CCOC1)C=1SC=CC1